CC1CN(CC(N1C(=O)C=1SC=CC1)C(=O)O)S(=O)(=O)C1=CC=CC=C1 6-methyl-4-(phenylsulfonyl)-1-(thiophene-2-carbonyl)piperazine-2-carboxylic acid